(4-chloro-3-pyridazin-4-yl-1H-pyrazol-5-yl)-[(3S)-3-(3,4-difluorophenyl)pyrrolidin-1-yl]methanone ClC=1C(=NNC1C(=O)N1C[C@@H](CC1)C1=CC(=C(C=C1)F)F)C1=CN=NC=C1